CC1=NC=CC(=C1)C1=C(N=C(N1)NCSC1=CC=C(C=C1)C)C1=CC2=C(OCCN2C(C)=O)C=C1 1-(6-(5-(2-Methylpyridin-4-yl)-2-(((p-tolylthio)methyl)amino)-1H-imidazol-4-yl)-2,3-dihydro-4H-benzo[b][1,4]oxazin-4-yl)ethan-1-one